O1COC2=C1C=CC(=C2)NC2=NC=C(C(=N2)N2C=C(C=C2)C(=O)N[C@H](CO)CC2=CC=CC=C2)C (S)-1-(2-(benzo[d][1,3]dioxol-5-ylamino)-5-methylpyrimidin-4-yl)-N-(1-hydroxy-3-phenylpropan-2-yl)-1H-pyrrole-3-carboxamide